BrC=1C(=C(C=CC1)C(O)C=1N=COC1)F (3-Bromo-2-fluoro-phenyl)-oxazol-4-yl-methanol